2-bromo-3-[2-[(6-chloro-2-pyridyl)oxy]ethoxymethyl]-5-methoxy-pyridine BrC1=NC=C(C=C1COCCOC1=NC(=CC=C1)Cl)OC